FC=1C=C2N=CC=3N(C(N4C3C2=C(OCC42CC2)C1C=1C=NC(=CC1)OCCCN1CCCCC1)=O)C 6-Fluoro-2-methyl-7-(6-(3-(piperidin-1-yl)propoxy)pyridin-3-yl)-2,9-dihydro-1H-spiro[8-oxa-2,4,10a-triazanaphtho[2,1,8-cde]azulene-10,1'-cyclopropane]-1-one